1-(4-fluorobenzyl)-1-(1-methylpiperidin-4-yl)urea FC1=CC=C(CN(C(=O)N)C2CCN(CC2)C)C=C1